2'-Hydroxy-6'-methoxy-4'-prenyloxychalcone OC1=C(C(/C=C/C2=CC=CC=C2)=O)C(=CC(=C1)OCC=C(C)C)OC